2-(3,3-difluorocyclobutyl)-N-(4,6-dimethyl-2-(2-(trifluoromethyl)-6,7-dihydropyrazolo[1,5-a]pyrazin-5(4H)-yl)pyrimidin-5-yl)acetamide FC1(CC(C1)CC(=O)NC=1C(=NC(=NC1C)N1CC=2N(CC1)N=C(C2)C(F)(F)F)C)F